N-benzyl-N-methylbromoacetamide C(C1=CC=CC=C1)N(C(CBr)=O)C